FC(C(CCO)N1C(C2=CC=CC=C2C1=O)=O)(F)F (1,1,1-Trifluoro-4-hydroxybutan-2-yl)isoindoline-1,3-dione